(R)-3-(5-(4-cyanopyrimidin-2-yl)benzo[d]Oxazol-2-yl)-3-fluoro-piperidine-1-carboxylic acid tert-butyl ester C(C)(C)(C)OC(=O)N1C[C@@](CCC1)(F)C=1OC2=C(N1)C=C(C=C2)C2=NC=CC(=N2)C#N